tert-butyl 3-hydroxy-3-(thiophen-2-yl)azetidine-1-carboxylate OC1(CN(C1)C(=O)OC(C)(C)C)C=1SC=CC1